CN1CCS(OC1)(=O)=O 5-methyl-1,2,5-oxathiazinane-2,2-dioxide